ClC=1C=C(C=CC1F)NC(N(CC1=NN=C(N1C1=CC=CC=C1)C)C1=CC=C(C=C1)OC)=O (3-Chloro-4-fluorophenyl)-1-(4-methoxyphenyl)-1-((5-methyl-4-phenyl-4H-1,2,4-triazol-3-yl)methyl)urea